N-lauryl-butyl-amide C(CCCCCCCCCCC)[N-]CCCC